3-[(Cyclopropylmethyl)amino]-N-[2,6-dibromo-4-(1,1,1,2,3,3,3-heptafluoropropan-2-yl)Phenyl]-4-fluorobenzamide C1(CC1)CNC=1C=C(C(=O)NC2=C(C=C(C=C2Br)C(C(F)(F)F)(C(F)(F)F)F)Br)C=CC1F